4-((1-(3-amino-5-(difluoromethoxy)phenyl)ethyl)amino)-2-methylquinazoline NC=1C=C(C=C(C1)OC(F)F)C(C)NC1=NC(=NC2=CC=CC=C12)C